FC1=C(C(=O)C2=CC=C(C(=O)N[C@H]3[C@@H](CNC3)NC(=O)C3=CC=NC=C3)C=C2)C(=CC=C1OC)O N-[(3R,4R)-4-[4-(2-fluoro-6-hydroxy-3-methoxybenzoyl)benzamido]pyrrolidin-3-yl]pyridine-4-carboxamide